5-((4-bromophenyl)oxy)-4-oxo-4H-chromen-2-carboxylic acid BrC1=CC=C(C=C1)OC1=C2C(C=C(OC2=CC=C1)C(=O)O)=O